ClC=1C=CC(=C(C1)C1(CC(C1)NC(=O)C=1N=NN(C1)[C@H](C)C=1C=NC(=CC1C)N1C([C@@H]2C[C@@H]2C1)=O)C)C#N |o1:19| N-((cis)-3-(5-chloro-2-cyanophenyl)-3-methylcyclobutyl)-1-((R or S)-1-(4-methyl-6-((1R,5S)-2-oxo-3-azabicyclo[3.1.0]hexan-3-yl)pyridin-3-yl)ethyl)-1H-1,2,3-triazole-4-carboxamide